1,5-diglycidyloxynaphthalene C(C1CO1)OC1=CC=CC2=C(C=CC=C12)OCC1CO1